Bis(phenyl)-2,2'-dimethylbenzidine C1(=CC=CC=C1)NC1=C(C(=C(C=C1)C1=C(C=C(N)C=C1)C)C)C1=CC=CC=C1